8-(4-(3-methylazetidine-3-carbonyl)piperazin-1-yl)-N-(1-methylcyclopropyl)-3-(5-(trifluoromethyl)-1,3,4-thiadiazol-2-yl)imidazo[1,5-a]pyridine-6-sulfonamide CC1(CNC1)C(=O)N1CCN(CC1)C=1C=2N(C=C(C1)S(=O)(=O)NC1(CC1)C)C(=NC2)C=2SC(=NN2)C(F)(F)F